ClC=1C=CC(=C(C1)C1=NN(C=C1NC(=O)C=1C=NN2C1N=CC=C2)C2C(CCC2)=O)OC(F)F N-[3-[5-chloro-2-(difluoromethoxy)phenyl]-1-(2-oxocyclopentyl)pyrazol-4-yl]pyrazolo[1,5-a]pyrimidine-3-carboxamide